FC=1C=CC(=NC1C)C1=NNC=C1C=1N=C2C=C(C=NC2=CC1)C=1C(N(C=CC1)C)=O 3-[6-[3-(5-fluoro-6-methyl-2-pyridyl)-1H-pyrazol-4-yl]-1,5-naphthyridin-3-yl]-1-methyl-pyridin-2-one